(2R,3S)-N-((3S)-1-Methyl-2-oxo-5-phenyl-2,3-dihydro-1H-1,4-benzodiazepin-3-yl)-2,3-bis(3,3,3-trifluoropropyl)succinimide CN1C([C@@H](N=C(C2=C1C=CC=C2)C2=CC=CC=C2)N2C([C@@H]([C@@H](C2=O)CCC(F)(F)F)CCC(F)(F)F)=O)=O